CN(C1=CC=C(C=C1)N1CC2(C1)CN(CC2)C2=C(C(N(C1=CC=CC=C21)C)=O)C(=O)N)C 4-{2-[4-(dimethylamino)phenyl]-2,6-diazaspiro[3.4]octan-6-yl}-1-methyl-2-oxo-1,2-dihydroquinoline-3-carboxamide